C[C@@H]1CCCOC=2C=CC=CC2C=2C(N(C=C(C(NC3=NC4=CC=C(C=C4N3C1)N1CCN(CC1)C)=O)C2)C)=O (12R)-12,27-dimethyl-17-(4-methylpiperazin-1-yl)-8-oxa-14,21,23,27-tetraazapentacyclo[23.3.1.0^{2,7}.0^{14,22}.0^{15,20}]nonacosa-1(29),2(7),3,5,15,17,19,21,25-nonaene-24,28-dione